N-(3-Aminopropyl)-2-ethyl-4-[(3-iodoimidazo[1,2-a]pyrazin-8-yl)amino]benzamide 2,2,2-trifluoroacetate FC(C(=O)O)(F)F.NCCCNC(C1=C(C=C(C=C1)NC=1C=2N(C=CN1)C(=CN2)I)CC)=O